N[C@@H](CCSC)C=O Methioninal